N,N'-dinitro-4,7-diaza-1,10-decanedioic acid [N+](=O)([O-])N(CCN(CCC(=O)O)[N+](=O)[O-])CCC(=O)O